4-Triazole-3-carboxylic acid C1=CN(NN1)C(=O)O